8-[1-(2,2-difluoroethyl)-1H-pyrazolo[3,4-b]pyrazin-6-yl]-2-[2-(trifluoromethyl)pyrimidine-5-carbonyl]-2,8-diazaspiro[4.5]decane FC(CN1N=CC=2C1=NC(=CN2)N2CCC1(CCN(C1)C(=O)C=1C=NC(=NC1)C(F)(F)F)CC2)F